N1(CCCCC1)C1CCN(CC1)C1=NC=C(C=C1NS(=O)(=O)C)C1=CC=2C3=C(C=NC2C=C1)N(C(C31CCC1)=O)C N-(2-([1,4'-Bipiperidin]-1'-yl)-5-(3'-methyl-2'-oxo-2',3'-dihydrospiro[cyclobutane-1,1'-pyrrolo[2,3-c]quinolin]-8'-yl)pyridin-3-yl)methanesulfonamide